((((9H-fluoren-9-yl) methoxy) carbonyl) (4-aminobenzyl) amino) piperidine-1-carboxylate N1(CCCCC1)C(=O)ON(CC1=CC=C(C=C1)N)C(=O)OCC1C2=CC=CC=C2C=2C=CC=CC12